ClC1=CC=2C3=C(C(N(C2N=C1C1=C(C=CC=C1OC)F)C=1C(=NC=CC1C)C(C)C)=O)OC[C@@H]1N3CCNC1 (4aR)-11-chloro-10-(2-fluoro-6-methoxyphenyl)-8-(2-isopropyl-4-methylpyridin-3-yl)-1,2,3,4,4a,5-hexahydropyrazino[1',2':4,5][1,4]oxazino[2,3-c][1,8]naphthyridin-7(8H)-one